COC1=NC=C(C(=N1)OC)C=1C=C(C=2N(N1)C=CN2)N2CC1(CC2)CCOCC1 2-(6-(2,4-dimethoxypyrimidin-5-yl)imidazo[1,2-b]pyridazin-8-yl)-8-oxa-2-azaspiro[4.5]decane